CC(C)(C)OC(=O)N1C[C@H](C([C@H](C1)C)=O)C.ClC=1C=C2C(=CC(=NC2=CC1)C(F)(F)F)N[C@@H]1C[C@@H](CCC1)NC(C1=CC=CC=C1)=O |o1:9,11| N-((1R,3S)-3-((6-chloro-2-(trifluoromethyl)quinolin-4-yl)amino)cyclohexyl)benzamide rel-1,1-dimethylethyl-(3R,5S)-3,5-dimethyl-4-oxo-1-piperidinecarboxylate